Ethyl 4-(isopropylamino)thieno[2,3-b]pyridine-5-carboxylate C(C)(C)NC1=C2C(=NC=C1C(=O)OCC)SC=C2